C(C1=CC=CC=C1)OC1=C(C(=O)NC2=CC(=C(C(=C2)OC)OC)OC)C=C(C(=C1)OCC1=CC=CC=C1)C(C)C 2,4-bis(benzyloxy)-5-isopropyl-N-(3,4,5-trimethoxyphenyl)benzamide